2-(4-(5-chloro-2-cyanophenyl)-5-methoxy-2-oxopyridin-1(2H)-yl)-3-(pyridin-4-yl)propionic acid tert-butyl ester C(C)(C)(C)OC(C(CC1=CC=NC=C1)N1C(C=C(C(=C1)OC)C1=C(C=CC(=C1)Cl)C#N)=O)=O